[Na+].N(C(=O)C)C1=CC=C(C=C1)S(=O)[O-] 4-acetaminobenzenesulfinic acid sodium salt